CC1=NC=2N(C=C1)N=C(C2)C(=O)OCC ethyl 5-methylpyrazolo[1,5-a]pyrimidine-2-carboxylate